9-[1-(4,6-difluoro-2-methyl-indolin-1-yl)ethyl]-7-methyl-2-morpholino-pyrido[1,2-a]pyrimidin-4-one FC1=C2CC(N(C2=CC(=C1)F)C(C)C1=CC(=CN2C1=NC(=CC2=O)N2CCOCC2)C)C